ClC=1C=C(C=CC1)N1N=CC(=C1)CC(=O)NC=1SC(=CN1)C1CC1 2-(1-(3-chlorophenyl)-1H-pyrazol-4-yl)-N-(5-cyclopropylthiazol-2-yl)acetamide